S1C=NC2=C1C=CC(=C2)C(NC(=O)[C@@H]2[C@H]1C([C@H]1CN2C([C@H](C(C)(C)C)NC(C(F)(F)F)=O)=O)(C)C)C#N (1R,2S,5S)-N-[1,3-benzothiazol-5-yl(cyano)methyl]-3-[(2S)-3,3-dimethyl-2-[(2,2,2-trifluoroacetyl)amino]butanoyl]-6,6-dimethyl-3-azabicyclo[3.1.0]hexane-2-carboxamide